C(CC)P(=O)(O)CC(C(=O)O)CCC(=O)O 2-[[propylhydroxyphosphinyl]methyl]glutaric acid